3-(3-(furan-3-yl)-1H-pyrrolo[2,3-b]pyridin-5-yl)benzamide O1C=C(C=C1)C1=CNC2=NC=C(C=C21)C=2C=C(C(=O)N)C=CC2